FC1=C(C(=O)N)C=C(C(=C1)NC1=NC=C2N(C(N(C2=N1)C1CCC(CC1)(C)O)=O)C)C 2-fluoro-4-((9-(trans-4-hydroxy-4-methylcyclohexyl)-7-methyl-8-oxo-8,9-dihydro-7H-purin-2-yl)amino)-5-methylbenzamide